CN(CCCC1=C(C=CC=C1Cl)C#CC1=CC(=CC(=C1)Cl)Cl)S(=O)(=O)C(F)(F)F N-methyl-trifluoromethanesulfonyl-(3-(2-((3,5-dichlorophenyl)ethynyl)-6-chlorophenyl))propylamine